Tert-butyl (((1r,4r)-4-((4-(2-(2,6-dioxopiperidin-3-yl)-6-fluoro-1-oxoisoindolin-5-yl)piperidin-1-yl)methyl)cyclohexyl)methyl)carbamate O=C1NC(CCC1N1C(C2=CC(=C(C=C2C1)C1CCN(CC1)CC1CCC(CC1)CNC(OC(C)(C)C)=O)F)=O)=O